C(=O)(O)C=1C=C(C=CC1C)C1=CC=C(C=N1)C(=O)O 6-(3-carboxyl-4-methylphenyl)-3-pyridinecarboxylic acid